C1(CC1)C([C@@H](C(=O)NC1=NC(=C(C=C1)C=1C(=NNC1CC)C)F)NC(=O)C=1C(=NOC1)CC)C1CC1 N-[(1S)-1-(dicyclopropylmethyl)-2-[[5-(5-ethyl-3-methyl-1H-pyrazol-4-yl)-6-fluoro-2-pyridyl]amino]-2-oxo-ethyl]-3-ethyl-isoxazole-4-carboxamide